CC(=CCC1=C(C=C(C=C1OCN(C(OC)=O)C1=CC=CC=C1)CCCCC)OCN(C(OC)=O)C1=CC=CC=C1)CCC=C(C)C dimethyl (((2-(3,7-dimethylocta-2,6-dien-1-yl)-5-pentyl-1,3-phenylene)bis(oxy))bis(methylene))bis(phenylcarbamate)